ClC1=C(CCC=2C=C3CCC(C3=C(C2)C)N2CC(C2)(O)C)C(=CC=C1)Cl (5-(2,6-Dichlorophenethyl)-7-methyl-2,3-dihydro-1H-inden-1-yl)-3-methylazetidin-3-ol